ethyl 2-(2-aminothiazol-4-yl)-2-oxoacetate NC=1SC=C(N1)C(C(=O)OCC)=O